O[C@@H]1C[C@H](N(C1)C([C@H](C(C)(C)C)N1N=NC(=C1)C1=NC(=CC=C1)CO)=O)C(=O)NC (2S,4r)-4-hydroxy-1-[(2S)-2-[4-[6-(hydroxymethyl)-2-pyridinyl]triazol-1-yl]-3,3-dimethyl-butyryl]-N-methyl-pyrrolidine-2-carboxamide